trans-tert-butyl-4-(4-(3-(2-(benzyloxy)-6-hydroxypyridin-3-yl)-1-methyl-1H-indazol-6-yl)piperazine-1-carbonyl)-3-fluoropiperidine-1-carboxylate C(C)(C)(C)OC(=O)N1C[C@H]([C@@H](CC1)C(=O)N1CCN(CC1)C1=CC=C2C(=NN(C2=C1)C)C=1C(=NC(=CC1)O)OCC1=CC=CC=C1)F